3-(1-oxo-5-(piperazin-1-yl-2,2,3,3,5,5,6,6-d8)isoindoline-2-yl)piperidine O=C1N(CC2=CC(=CC=C12)N1C(C(NC(C1([2H])[2H])([2H])[2H])([2H])[2H])([2H])[2H])C1CNCCC1